6-bromo-2-butyl-1H-benzo[de]isoquinoline-1,3(2H)-dione BrC=1C=CC=2C(N(C(C3=CC=CC1C23)=O)CCCC)=O